OC(C[N+](CC)(CC)CC)C 2-hydroxypropyl-triethylammonium